(R)-2-chloro-7-ethyl-6,7-dihydro-5H-cyclopenta[b]pyridin-7-ol ClC1=CC=C2C(=N1)[C@@](CC2)(O)CC